3-{3-methyl-5-[methyl(pyrrolidin-3-yl)amino]-2-oxo-1,3-benzodiazol-1-yl}piperidine-2,6-dione CN1C(N(C2=C1C=C(C=C2)N(C2CNCC2)C)C2C(NC(CC2)=O)=O)=O